FC1=C(C(=O)N2C3C(CC(C2C2=CC=C(C=C2)NC2CCOCC2)C(=O)OC)COC3)C(=CC=C1)C cis-methyl 1-(2-fluoro-6-methyl-benzoyl)-2-[4-(tetrahydropyran-4-ylamino)phenyl]-3,4,4a,5,7,7a-hexahydro-2H-furo[3,4-b]pyridine-3-carboxylate